C(=C)(C)C=1OC(C(N1)(C)C)=O 2-isopropenyl-4,4-dimethyl-2-oxazolin-5-one